2-[5-(4-aminophenyl)-2,4-dimethyl-pyrazol-3-yl]-6-(trifluoromethoxy)-3,4-dihydroisoquinolin-1-one NC1=CC=C(C=C1)C=1C(=C(N(N1)C)N1C(C2=CC=C(C=C2CC1)OC(F)(F)F)=O)C